salicyloyl-CoA C(C=1C(O)=CC=CC1)(=O)SCCNC(CCNC([C@@H](C(COP(OP(OC[C@@H]1[C@H]([C@H]([C@@H](O1)N1C=NC=2C(N)=NC=NC12)O)OP(=O)(O)O)(=O)O)(=O)O)(C)C)O)=O)=O